C(C)(C)(C)OC(=O)N1C[C@@H]2C([C@@H]2C1)(C#N)N1C(=CC2=CC(=CC=C12)C1CCO1)C(=O)O 1-[(1R,5S,6S)-3-[(tert-Butoxy)carbonyl]-6-cyano-3-azabicyclo[3.1.0]hex-6-yl]-5-(oxetan-4-yl)-1H-indole-2-carboxylic acid